CC(CC(C)(C)C)(C)OC1=CC=CC=C1 phenyl 1,1,3,3-tetramethyl-butyl ether